C(CCCCCCCCC)C1=CC2=C(N=C(O2)N[C@@H]2CN(CC2)C(=O)OC(C)(C)C)C=C1 tert-butyl (S)-3-((6-decylbenzo[d]oxazol-2-yl)amino)pyrrolidine-1-carboxylate